NC1CCC(CC1C(F)(F)F)C1(C2=CC=CC=C2C=2C=CC=CC12)C1CCC(C(C1)C(F)(F)F)N 9,9-bis(4-amino-5-trifluoromethylcyclohexyl)fluorene